acryloxytetradecyltrifluorosilane C(C=C)(=O)OCCCCCCCCCCCCCC[Si](F)(F)F